C(C=CC1=CC=CC=C1)(=O)SCCNC(CCNC([C@@H](C(COP(OP(OC[C@@H]1[C@H]([C@H]([C@@H](O1)N1C=NC=2C(N)=NC=NC12)O)OP(=O)(O)O)(=O)O)(=O)O)(C)C)O)=O)=O Cinnamoyl-CoA